4-amino-2,2-dimethylpentan-3-one chloride [Cl-].NC(C(C(C)(C)C)=O)C